N-(4''-((((1H-pyrazol-5-yl)methyl)amino)methyl)-3''-fluoro-5''-methoxy-2,2'-dimethyl-[1,1':3',1''-terphenyl]-3-yl)-3-methyl-2,4-dioxo-1,2,3,4-tetrahydropyrimidine-5-carboxamide N1N=CC=C1CNCC1=C(C=C(C=C1OC)C=1C(=C(C=CC1)C1=C(C(=CC=C1)NC(=O)C=1C(N(C(NC1)=O)C)=O)C)C)F